C1(CCCC1)N(C(=O)OCC1=C(C=NN1C)C=1N=C(C(=NC1)O[C@@H]1C[C@H](CCC1)C(=O)OC(C)C)O)C |r| (+/-)-isopropyl (1S,3S)-3-((5-(5-(((cyclopentyl(methyl)carbamoyl)oxy)methyl)-1-methyl-1H-pyrazol-4-yl)-3-hydroxypyrazin-2-yl)oxy)cyclohexane-1-carboxylate